C(C)(C)(C)OC(=O)N1C(CC(C1)F)C=1C=C(C=C2C=COCC12)C=1C=C2C(=NC1)NC=C2C 4-Fluoro-2-(6-(3-methyl-1H-pyrrolo[2,3-b]pyridin-5-yl)isochromen-8-yl)pyrrolidine-1-carboxylic acid tertiary Butyl ester